(S)-2-phenyl-5-(prop-2-yn-1-yl)-1,2,3,3a-tetrahydroimidazo[1,5-a]quinoxalin-4(5H)-one C1(=CC=CC=C1)N1CN2[C@H](C(N(C3=CC=CC=C23)CC#C)=O)C1